3-(Difluoromethylene)piperidine-1-carboxylic acid tert-butyl ester C(C)(C)(C)OC(=O)N1CC(CCC1)=C(F)F